6-chloro-8-[(1R)-1-[4-fluoro-2-(4-hydroxy-1-piperidyl)anilino]ethyl]-3-methyl-2-tetrahydropyran-4-yl-quinazolin-4-one ClC=1C=C2C(N(C(=NC2=C(C1)[C@@H](C)NC1=C(C=C(C=C1)F)N1CCC(CC1)O)C1CCOCC1)C)=O